C(C)OC(CCC=1C=C(C=CC1)C(C(=O)O)(CCCC(CO)(C)C)C)=O 2-(3-(3-Ethoxy-3-oxopropyl)phenyl)-7-hydroxy-2,6,6-trimethylheptanoic acid